6,6'-bis(tert-Butoxycarbonyloxy)-5,5'-di-tert-butylbiphenyl-3,3'-diyl bis(trifluoromethanesulfonate) FC(S(=O)(=O)OC=1C=C(C(=C(C1)C(C)(C)C)OC(=O)OC(C)(C)C)C1=CC(=CC(=C1OC(=O)OC(C)(C)C)C(C)(C)C)OS(=O)(=O)C(F)(F)F)(F)F